(Z)-9-octadecenenitrile C(CCCCCCC\C=C/CCCCCCCC)#N